(2Z,4E,6E,8E)-9-(3-(1H-imidazol-1-yl)-2,6,6-trimethylcyclohex-1-en-1-yl)-N-(4-hydroxyphenyl)-3,7-dimethylnona-2,4,6,8-tetraenamide N1(C=NC=C1)C1C(=C(C(CC1)(C)C)/C=C/C(=C/C=C/C(=C\C(=O)NC1=CC=C(C=C1)O)/C)/C)C